BrC=1N=C2C(=C(C(N(C2=CC1)C)=O)C#N)N1[C@H](CN([C@@H](C1)C)C(C1=CC=C(C=C1)F)C1=C(C=C(C=C1)F)OC)C 6-Bromo-4-((2s,5r)-4-((4-fluoro-2-methoxyphenyl)(4-fluorophenyl)methyl)-2,5-dimethylpiperazin-1-yl)-1-methyl-2-oxo-1,2-dihydro-1,5-naphthyridine-3-carbonitrile